2,4-dichloro-5-fluoropyrido[3,4-d]pyrimidine ClC=1N=C(C2=C(N1)C=NC=C2F)Cl